6-chloro-2-methyl-pyridine-3-carboxylic acid ClC1=CC=C(C(=N1)C)C(=O)O